(R)-N-(2-(bicyclo[1.1.1]pentan-1-ylamino)-1-cyclopentylethyl)-2,4-dibromo-5-methoxybenzenesulfonamide C12(CC(C1)C2)NC[C@@H](C2CCCC2)NS(=O)(=O)C2=C(C=C(C(=C2)OC)Br)Br